COC1=CC=C(C=C1)C1=C(N=C(N1)N)C1=CC(=NC=C1)C 5-(4-Methoxyphenyl)-4-(2-methylpyridin-4-yl)-1H-imidazol-2-amine